BrC1=CC(=CC=2C=C(OC21)C=2SC(=C(N2)C)C(=O)OCC)OC(C)C Ethyl 2-(7-bromo-5-isopropoxybenzofuran-2-yl)-4-methylthiazole-5-carboxylate